C(C1=CC=CC=C1)N(CCO)CC1=CC=CC=C1 2-(dibenzylamino)-ethanol